C(#N)C1=CC=C(C=C1)N1C(COCC1)=O 4-(4-cyanophenyl)morpholin-3-one